C1(=CC=CC=C1)P([C-]1C=CC=C1)C1=CC=CC=C1.[CH-]1C=CC=C1.[Fe+2] 1'-diphenylphosphino-ferrocene